3-methyl-5-(4,4,5,5-tetramethyl-1,3,2-dioxaborolan-2-yl)-1-(2,2,2-trifluoroethyl)pyrazole CC1=NN(C(=C1)B1OC(C(O1)(C)C)(C)C)CC(F)(F)F